C1(CC1)C1=NN(C=N1)C1CC2(CN(C2)C(=O)N2CC3(C2)CC(C3)CC3=NC=C(C=C3)S(=O)(=O)C)C1 [6-(3-cyclopropyl-1,2,4-triazol-1-yl)-2-azaspiro[3.3]heptan-2-yl]-[6-[(5-methylsulfonyl-2-pyridinyl)methyl]-2-azaspiro[3.3]heptan-2-yl]methanone